The molecule is an unsymmetrical C3 cyanine dye having 1,3-benzoxazol-2-yl and quinolinium-4-yl substituents. It has a role as a fluorochrome. It is a member of 1,3-benzoxazoles, an organic iodide salt, an ammonium salt, a cyanine dye and a member of quinolines. It contains a Yo-Pro-3(2+). CN\\1C2=CC=CC=C2O/C1=C\\C=C/C3=CC=[N+](C4=CC=CC=C34)CCC[N+](C)(C)C.[I-].[I-]